4'-(2H-tetrazol-5-yl)-5-(4-(4-(trifluoromethyl)phenyl)-1H-1,2,3-triazol-1-yl)-[1,1'-biphenyl]-3-carboxylic acid methyl ester COC(=O)C=1C=C(C=C(C1)N1N=NC(=C1)C1=CC=C(C=C1)C(F)(F)F)C1=CC=C(C=C1)C=1N=NNN1